1,3-diethyl-5-tert-butylbenzene C(C)C1=CC(=CC(=C1)C(C)(C)C)CC